N-[4-(3-chloro-5-morpholin-2-yl-phenyl)-2-pyridyl]acetamide ClC=1C=C(C=C(C1)C1CNCCO1)C1=CC(=NC=C1)NC(C)=O